C(C)N(CCC1=CNC2=C(C=CC=C12)OC1OC(C(C(C1O)O)O)CO)CC 2-((3-(2-(diethylamino)ethyl)-1H-indol-7-yl)oxy)-6-(hydroxymethyl)tetrahydro-2H-pyran-3,4,5-triol